C(C)(C)(C)OC(NCC1=C(C=C(C=C1)C1=NC=CC=N1)F)=O (2-fluoro-4-(pyrimidin-2-yl)benzyl)carbamic acid tert-butyl ester